N1=C(C=NC=C1)N1C=C(CC2=CC=CC=C12)C(=O)O 1-(pyrazin-2-yl)-1,4-dihydroquinoline-3-carboxylic acid